2-ethylpyridine C(C)C1=NC=CC=C1